N-(3,4-dihydroxy-9,10-dioxo-9,10-dihydroanthracen-2-yl)-4-trifluoromethoxybenzenesulfonamide OC=1C(=CC=2C(C3=CC=CC=C3C(C2C1O)=O)=O)NS(=O)(=O)C1=CC=C(C=C1)OC(F)(F)F